(6S,7S)-6-((2,5-difluoro-[1,1'-biphenyl]-3-yl)methyl)-N-((1-fluorocyclopropyl)methyl)-7-((fluoromethyl)sulfonamido)-5-azaspiro[2.4]heptane-5-carboxamide FC1=C(C=C(C=C1C[C@@H]1N(CC2(CC2)[C@@H]1NS(=O)(=O)CF)C(=O)NCC1(CC1)F)F)C1=CC=CC=C1